ONC(C1=CC=C(C=C1)CN1CCN(CC1)CC1=CC=C(C=C1)C(NCC1=C(C=CC=C1)C)=O)=O N-hydroxy-4-((4-(4-((2-methylbenzyl)carbamoyl)benzyl)piperazin-1-yl)methyl)benzamide